4-[(4R,9aS)-4-methyl-8-(1,2,3,4-tetrahydroisoquinolin-7-ylmethyl)-3,4,6,7,9,9a-hexahydro-1H-pyrazino[1,2-a]pyrazin-2-yl]-3-fluoro-pyrazolo[1,5-a]pyridine-7-carbonitrile C[C@@H]1CN(C[C@H]2N1CCN(C2)CC2=CC=C1CCNCC1=C2)C=2C=1N(C(=CC2)C#N)N=CC1F